(1S,2S)-1-CYCLOBUTYL-N,N-BIS(4-METHOXYBENZYL)-2-METHYLPENT-4-ENE-1-SULFONAMIDE C1(CCC1)[C@H]([C@H](CC=C)C)S(=O)(=O)N(CC1=CC=C(C=C1)OC)CC1=CC=C(C=C1)OC